OC1=CC=C(C=C1)C(CCCCCCCCC)C1=CC=C(C=C1)O 1,1-bis(4'-hydroxyphenyl)n-decane